2-((6-fluoro-2-methylpyridin-3-yl)oxy)-4-methyl-5-(trifluoromethyl)nicotinamide formate salt C(=O)O.FC1=CC=C(C(=N1)C)OC1=C(C(=O)N)C(=C(C=N1)C(F)(F)F)C